1-((1R,5aS,5bR,7aR,9R,12aS,12bS,14aS)-9-hydroxy-9,12a,14a-trimethylicosahydrodicyclohepta[a,f]naphthalen-1-yl)-2-(5-methyl-1H-tetrazol-1-yl)ethanone O[C@]1(C[C@@H]2[C@@]([C@H]3CC[C@]4([C@H]([C@@H]3CC2)CCCC[C@H]4C(CN4N=NN=C4C)=O)C)(CCC1)C)C